CN(C1CCC(CC1)N1[C@@H]2C3=C([C@H](CC1)C2)C=CC(=C3)C3=CC(=CC=C3)C(F)(F)F)C N,N-Dimethyl-4-((1S,5R)-8-(3-(trifluoromethyl)phenyl)-1,3,4,5-tetrahydro-2H-1,5-methanobenzo[c]azepin-2-yl)cyclohexan-1-amine